2-hydroxydodecyl-glutarimide OC(CC1C(=O)NC(CC1)=O)CCCCCCCCCC